(pyrazolo[1,5-a]pyridin-7-ylmethyl)cyclohexane-1,4-diamine, dihydrochloride Cl.Cl.N1=CC=C2N1C(=CC=C2)CC2(CCC(CC2)N)N